2α-Methylcholest-4-en-3-one C[C@H]1C(C=C2CC[C@H]3[C@@H]4CC[C@H]([C@@H](CCCC(C)C)C)[C@]4(CC[C@@H]3[C@]2(C1)C)C)=O